Cl.CN(C)CC1CN(CCC1(C1=CC(=CC=C1)OC)O)C(=O)C1(CCCC1)C1=CC=CC=C1 (3-((Dimethylamino)methyl)-4-hydroxy-4-(3-methoxyphenyl)piperidin-1-yl)(1-phenylcyclopentyl)methanone hydrochloride